CC=1N=C(SC1)C(=O)C1[C@H]2CN(C[C@@H]12)C(=O)N1C[C@H]2C([C@H]2C1)C(=O)C=1SC=C(N1)C (1R,5S,6r)-6-[(4-methyl-1,3-thiazol-2-yl) carbonyl]-3-Azabicyclo[3.1.0]Hex-3-yl ketone